N-(3-(benzo[d][1,3]dioxol-5-yl)-1H-pyrazol-5-yl)-6-((1-methylpiperidin-4-yl)amino)nicotinamide O1COC2=C1C=CC(=C2)C2=NNC(=C2)NC(C2=CN=C(C=C2)NC2CCN(CC2)C)=O